(R)-N-(3-(3-(diethylamino)-3-methylpyrrolidin-1-yl)-1-(2-(1,1-difluoroethyl)-6-methylpyrimidin-4-yl)-1H-pyrazolo[4,3-c]pyridin-6-yl)acetamide C(C)N([C@]1(CN(CC1)C1=NN(C2=C1C=NC(=C2)NC(C)=O)C2=NC(=NC(=C2)C)C(C)(F)F)C)CC